4-amino-5-methoxy-N,2-dimethylbenzenesulfonamide NC1=CC(=C(C=C1OC)S(=O)(=O)NC)C